FC1(CCN(CC1)C(=O)OC(C)(C)C)COS(=O)(=O)C(F)(F)F tert-Butyl 4-fluoro-4-(trifluoromethylsulfonyloxymethyl)piperidine-1-carboxylate